N-(2,6-dioxopiperidin-3-yl)-5-nitroquinoline-8-carboxamide O=C1NC(CCC1NC(=O)C=1C=CC(=C2C=CC=NC12)[N+](=O)[O-])=O